2-methoxy-3,5-dimethyl-6-[(2R,4Z)-4-[(E)-2-methyl-3-(4-nitrophenyl)prop-2-enylidene]oxolan-2-yl]pyran-4-one COC=1OC(=C(C(C1C)=O)C)[C@@H]1OC\C(\C1)=C/C(=C/C1=CC=C(C=C1)[N+](=O)[O-])/C